Methyl 4-(N-methyl-4-piperidinylmethoxy)-3-methoxybenzoate CN1CCC(CC1)COC1=C(C=C(C(=O)OC)C=C1)OC